rac-tert-butyl (2R,5S)-5-methyl-2-[1-(methylcarbamoyl)-3-piperidyl]piperidine-1-carboxylate C[C@H]1CC[C@@H](N(C1)C(=O)OC(C)(C)C)[C@H]1CN(CCC1)C(NC)=O |&1:14|